3-(sec-butyl)-N'-cyano-2-oxo-1,2,3,5-tetrahydro-4H-benzo[1,4]diazepine-4-carboxamidine C(C)(CC)C1C(NC2=C(CN1C(=NC#N)N)C=CC=C2)=O